C(C(=C)CC(=O)O)(=O)O.NCCCCCCN hexamethylenediamine itaconate